2-methyl-2-(6-(((1R,2S)-2-((E)-1-phenylbut-1-en-2-yl)cyclopropyl)amino)-2-azaspiro[3.3]heptan-2-yl)propanamide bis(2,2,2-trifluoroacetate) FC(C(=O)O)(F)F.FC(C(=O)O)(F)F.CC(C(=O)N)(C)N1CC2(C1)CC(C2)N[C@H]2[C@@H](C2)/C(=C/C2=CC=CC=C2)/CC